CC(=O)N[C@@H]1[C@H]([C@@H]([C@H](O[C@H]1O)CO)O[C@H]2[C@@H]([C@H]([C@H]([C@H](O2)CO)O)O[C@H]3[C@@H]([C@H]([C@@H]([C@H](O3)CO)O[C@H]4[C@@H]([C@H]([C@H]([C@H](O4)CO)O)O[C@H]5[C@@H]([C@H]([C@@H]([C@H](O5)CO)O[C@H]6[C@@H]([C@H]([C@H]([C@H](O6)CO)O)O)O)O)NC(=O)C)O)O)NC(=O)C)O)O The molecule is beta-D-Galp-(1->4)-beta-D-GlcpNAc-(1->3)-beta-D-Galp-(1->4)-beta-D-GlcpNAc-(1->3)-beta-D-Galp-(1->4)-D-GlcpNAc in which the configuration of the anomeric centre of the reducing-end N-acetylglucosamine residue is beta. It has a role as an epitope.